N1N=NN=C1CCCC1=NN=NN1 5,5'-trimethylenebis(1H-tetrazole)